2-Phenoxypropyl-6-(1-(4-fluorobenzamido)ethyl)-3,4-dihydro-1,5-naphthyridin-1(2H)-carboxylat O(C1=CC=CC=C1)C(COC(=O)N1CCCC2=NC(=CC=C12)C(C)NC(C1=CC=C(C=C1)F)=O)C